COC(=O)C1C2CNCC(C1=O)(C2)CC2=CC=CC=C2 benzyl-7-oxo-3-azabicyclo[3.2.1]Octane-6-carboxylic acid methyl ester